COC=1C=CC=2N(C3=CC=C(C=C3C2C1)OC)CC1=CC=C(CCP(O)(O)=O)C=C1 (4-((3,6-dimethoxy-9H-carbazole-9-yl)methyl)phenethyl)phosphonic acid